C(#C)C12CCC(CC1)(C2)CCOC2OCCCC2 2-(2-(4-ethynylbicyclo[2.2.1]heptan-1-yl)ethoxy)tetrahydro-2H-pyran